Methyl 4,4-diethoxy-2-methyl-2-(naphthalen-2-yl)butanoate C(C)OC(CC(C(=O)OC)(C1=CC2=CC=CC=C2C=C1)C)OCC